BrC1=C(C2=C(OC=3C2=C(C(=C(C3[2H])[2H])Br)[2H])C(=C1[2H])[2H])[2H] 2,8-dibromodibenzo[b,d]furan-1,3,4,6,7,9-d6